BrC=1C=CC(=C(C1)CC)N1CCC(CC1)N1CCN(CC1)C 1-(5-bromo-2-(4-(4-methylpiperazin-1-yl)piperidin-1-yl)phenyl)ethan